4-amino-N-methyl-3-vinyl-benzenesulfonamide NC1=C(C=C(C=C1)S(=O)(=O)NC)C=C